N-(2,4-difluorobenzyl)-4-((4-oxo-6-(1H-pyrrol-3-yl)quinazolin-3(4H)-yl)methyl)benzamide FC1=C(CNC(C2=CC=C(C=C2)CN2C=NC3=CC=C(C=C3C2=O)C2=CNC=C2)=O)C=CC(=C1)F